OCC1=NC(=NC(=C1)NC1=NNC(=C1)C)N1CC2CCC(C1)N2C=O (3-(4-(hydroxymethyl)-6-((5-methyl-1H-pyrazol-3-yl)amino)pyrimidin-2-yl)-3,8-diazabicyclo[3.2.1]oct-8-yl)methanone